4-[3-[2,6-Dichloro-4-[(1S,4S)-2,5-diazabicyclo[2.2.1]heptan-2-yl]benzoyl]-2,4-dihydro-1,3-benzoxazin-8-yl]-5-fluoro-2-(3-oxa-8-azabicyclo[3.2.1]octan-8-yl)benzoic acid ClC1=C(C(=O)N2COC3=C(C2)C=CC=C3C3=CC(=C(C(=O)O)C=C3F)N3C2COCC3CC2)C(=CC(=C1)N1[C@@H]2CN[C@H](C1)C2)Cl